C(C)C1=C(C=C(C(=O)OC)C=C1)S(NC1=C(C=CC(=C1)C(F)(F)F)C1=CC(=CC=C1)F)(=O)=O methyl 4-ethyl-3-(N-(3'-fluoro-4-(trifluoromethyl)-[1,1'-biphenyl]-2-yl)sulfamoyl)benzoate